CN1C(N(C2=C1C(=CC=C2)N2CCN(CC2)CCC2CCNCC2)C2C(NC(CC2)=O)=O)=O 3-[3-Methyl-2-oxo-4-[4-[2-(4-piperidyl)ethyl]piperazin-1-yl]benzimidazol-1-yl]piperidine-2,6-dione